N-(4-fluorobenzyl)-4-(5-methyl-2-((1-methyl-1H-pyrazol-5-yl)amino)pyrimidin-4-yl)oxazole-2-carboxamide FC1=CC=C(CNC(=O)C=2OC=C(N2)C2=NC(=NC=C2C)NC2=CC=NN2C)C=C1